6-Amino-8-cyclopentyl-2-(5-phenyl-pyridin-2-ylamino)-8H-pyrido[2,3-d]pyrimidin-7-one NC1=CC2=C(N=C(N=C2)NC2=NC=C(C=C2)C2=CC=CC=C2)N(C1=O)C1CCCC1